ClC=1C=C2N=C(C=3N(C2=CC1C(=O)N1C(COCC1)C1=CC=C(C=C1)C(F)(F)F)C=NC3)NCC3=CC=C(C=C3)OC (7-chloro-4-((4-methoxybenzyl)amino)imidazo[1,5-a]quinoxalin-8-yl)(3-(4-(trifluoromethyl)phenyl)morpholino)methanone